2-(5-fluoro-2-((5-(1-methylpiperidin-4-yl)pyridin-2-yl)amino)pyrimidin-4-yl)-7-isopropyl-3,5-dimethylthieno[3,2-c]pyridin-4(5H)-one FC=1C(=NC(=NC1)NC1=NC=C(C=C1)C1CCN(CC1)C)C1=C(C=2C(N(C=C(C2S1)C(C)C)C)=O)C